5-(4-(4-((5-cyclopropyl-3-(2,6-dichlorophenyl)isoxazol-4-yl)methoxy)piperidin-1-yl)phenyl)isoxazol-3(2H)-one C1(CC1)C1=C(C(=NO1)C1=C(C=CC=C1Cl)Cl)COC1CCN(CC1)C1=CC=C(C=C1)C1=CC(NO1)=O